(6-(4-methylpyridin-3-yl)benzo[d]thiazol-2-yl)carbamic acid tert-butyl ester C(C)(C)(C)OC(NC=1SC2=C(N1)C=CC(=C2)C=2C=NC=CC2C)=O